(Z)-2-(2-chloro-3,4-bis((4-methoxybenzyl)oxy)phenyl)-N-(2-hydroxyethyl)-2-((trityloxy)imino)acetamide ClC1=C(C=CC(=C1OCC1=CC=C(C=C1)OC)OCC1=CC=C(C=C1)OC)/C(/C(=O)NCCO)=N/OC(C1=CC=CC=C1)(C1=CC=CC=C1)C1=CC=CC=C1